FC(CNC(=O)C=1C=NN2C1C=C(C=C2)C2=CNC=1N=CN=CC12)F N-(2,2-difluoroethyl)-5-(7H-pyrrolo[2,3-d]pyrimidin-5-yl)pyrazolo[1,5-a]pyridine-3-carboxamide